C(CCCCCCCCC)C(COC(C1=CC=C(C=C1)CCCC)=O)(CCCCCCCCCCCC)C 2-decyl-2-methyltetradecyl-4-butylbenzoat